tert-butyl (2R,5S)-4-(7-(4-cyanopyrimidin-2-yl)-5-(2,2,2-trifluoroethyl)-7H-pyrrolo[2,3-d]pyrimidin-4-yl)-2,5-dimethylpiperazine-1-carboxylate C(#N)C1=NC(=NC=C1)N1C=C(C2=C1N=CN=C2N2C[C@H](N(C[C@@H]2C)C(=O)OC(C)(C)C)C)CC(F)(F)F